FC1=CC=C(CN(C2=C(C3=C(C(=CC(O3)=O)C(F)(F)F)C=C2)N2CCOCC2)C)C=C1 7-((4-fluorobenzyl)(methyl)amino)-8-morpholino-4-(trifluoromethyl)-2H-benzopyran-2-one